3'-O-allyl-Adenosine Triphosphate P(O)(=O)(OP(=O)(O)OP(=O)(O)O)OC[C@@H]1[C@H]([C@H]([C@@H](O1)N1C=NC=2C(N)=NC=NC12)O)OCC=C